C(C1=CC=CC=C1)OC1=C(N2C(C3=C(C=CC=C13)N1CCOCC1)=NC=N2)C(=O)OC methyl 6-(benzyloxy)-10-morpholino-[1,2,4]triazolo[5,1-a]isoquinoline-5-carboxylate